BrC1=CC(=C(C=C1C)N(C(C#CCC)=O)C1=CC=C2C(=N1)O[C@@H]1[C@@H](O2)COC1)C1CC1 N-(4-bromo-2-cyclopropyl-5-methylphenyl)-N-((5aS,8aS)-5a,6,8,8a-tetrahydrofuro[3',4':5,6][1,4]dioxino[2,3-b]pyridin-2-yl)pent-2-ynamide